ClCC1(CCN(CC1)C1=CC2=C(OC[C@@H](C(N2C)=O)NC(=O)C2=NN(C=N2)CC2=CC=C(C=C2)F)C=C1)CO (S)-N-(7-(4-(chloromethyl)-4-(hydroxymethyl)piperidin-1-yl)-5-methyl-4-oxo-2,3,4,5-tetrahydrobenzo[b][1,4]oxazepin-3-yl)-1-(4-fluorobenzyl)-1H-1,2,4-triazole-3-carboxamide